C(C1=CC=CC=C1)C=1N=C(C2=CC=CC=C2C1)CC1=CC=CC=C1 Bis-benzylisoquinoline